[Si](C)(C)(C(C)(C)C)OCC1=C(C=C(C=C1)NC(C1=C(C=C(C=C1)C#N)C)=O)OC(F)F N-[4-({[tert-butyl(dimethyl)silyl]oxy}methyl)-3-(difluoromethoxy)phenyl]-4-cyano-2-methylbenzamide